C(CCCCCC(=O)O)(=O)OCC ethyl hydrogen pimelate